N-[6-(4-formylphenyl)pyrimidin-4-yl]-4-(trifluoromethoxy)benzamide C(=O)C1=CC=C(C=C1)C1=CC(=NC=N1)NC(C1=CC=C(C=C1)OC(F)(F)F)=O